N[C@H]1CCC2=CC(=CC=C12)N1C(=NC=2C1=NC(=CC2)F)C=2C(=NC=CC2)N 3-{3-[(1S)-1-amino-2,3-dihydro-1H-inden-5-yl]-5-fluoroimidazo[4,5-b]pyridin-2-yl}pyridin-2-amine